L-Histidine Methyl ester dihydrochloride Cl.Cl.COC([C@@H](N)CC1=CNC=N1)=O